FC1(CN(C1)C(CN1C(NC2=NC=C(C=C21)C2=CC(=CC=C2)C(F)(F)F)=O)=O)F 1-[2-(3,3-difluoroazetidin-1-yl)-2-oxo-ethyl]-6-[3-(trifluoromethyl)phenyl]-3H-imidazo[4,5-b]pyridin-2-one